[1,3]Dioxin-5-yl-boric acid O1COCC(=C1)OB(O)O